C/C/1=C\CC(/C=C/CC(=C)CCC1)(C)C beta-humulene